tert-Butyl 3-(4-((5-(hydroxymethyl)-3-(trifluoromethyl)pyridin-2-yl)oxy)-7-(thiazol-2-yl)benzo[d]oxazol-2-yl)-3,6-diazabicyclo[3.1.1]heptane-6-carboxylate OCC=1C=C(C(=NC1)OC1=CC=C(C2=C1N=C(O2)N2CC1N(C(C2)C1)C(=O)OC(C)(C)C)C=1SC=CN1)C(F)(F)F